(R)-2-ethoxy-N-(pyrrolidin-3-yl)benzamide C(C)OC1=C(C(=O)N[C@H]2CNCC2)C=CC=C1